C(C)(=O)OC1(CC1)C1=NC2=C(N1C1CC(C1)(C)O)C(=CC(=C2)B2OC(C(O2)(C)C)(C)C)C(F)(F)F 1-(1-((cis)-3-hydroxy-3-methylcyclobutyl)-5-(4,4,5,5-tetramethyl-1,3,2-dioxaborolan-2-yl)-7-(trifluoromethyl)-1,3-benzodiazol-2-yl)cyclopropyl acetate